(1s,4s)-4-((5-(1-(2-Fluoroethyl)-1H-benzo[d][1,2,3]triazol-6-yl)-4-methoxypyrrolo[2,1-f][1,2,4]triazin-2-yl)amino)-1-methylcyclohexan-1-ol FCCN1N=NC2=C1C=C(C=C2)C=2C=CN1N=C(N=C(C12)OC)NC1CCC(CC1)(O)C